FC1=CC=C(C=C1)N1N=C(C=C1)C(=O)N 1-(4-fluorophenyl)-1H-pyrazole-3-carboxamide